N[C@@H]1[C@@H](CCC1)C(=O)O (1R,2S)-2-aminocyclopentanecarboxylic acid